COC(CN1CCN(CC1)C=1C=C2C(N(C(C2=CC1)=O)C1C(NC(CC1)=O)=O)=O)OC 5-[4-(2,2-Dimethoxyethyl)piperazin-1-yl]-2-(2,6-dioxo-3-piperidyl)isoindoline-1,3-dione